C(C(=C)C)(=O)OCCC[Si](OCCOC)(OCCOC)OCCOC gamma-(methacryloyloxy)propyltris(beta-methoxyethoxy)silane